C(C)(C)[NH+](C(C)C)C(C)C Triisopropyl-ammonium